N-(2-(cyclohex-1-en-1-yl)ethyl)-N-(2-methoxyphenyl)-4-(trifluoromethyl)benzenesulfonamide C1(=CCCCC1)CCN(S(=O)(=O)C1=CC=C(C=C1)C(F)(F)F)C1=C(C=CC=C1)OC